N[C@@H]1CC(N(C1)C1=CC=C(C=C1)S(=O)(=O)N1CCN(CC1)C1=NC(=CC(=C1)C(F)(F)C1=NC(=C(N=C1)Cl)C)Cl)=O (4R)-4-amino-1-[4-[4-[6-chloro-4-[(5-chloro-6-methyl-pyrazin-2-yl)-difluoro-methyl]-2-pyridyl]piperazin-1-yl]sulfonylphenyl]pyrrolidin-2-one